FC1=CC=C2C(N(C(=NC2=C1)[C@H]1CN(CCC1)CC1COC1)C)=O (R)-7-fluoro-3-methyl-2-(1-(oxetan-3-ylmethyl)piperidin-3-yl)quinazolin-4(3H)-one